[2-[[2-(2-cyclopropyl-7-methyl-4-oxo-furo[2,3-d]pyridazin-5-yl)acetyl]amino]pyrimidin-5-yl]acetic acid C1(CC1)C1=CC2=C(C(=NN(C2=O)CC(=O)NC2=NC=C(C=N2)CC(=O)O)C)O1